F[C@@H]1[C@]2(C1)CNC(C1=CC=C(C=C12)C(F)(F)F)=O (2's,4s)-2'-fluoro-6-(trifluoromethyl)spiro[2,3-dihydroisoquinoline-4,1'-cyclopropane]-1-one